2,4-dimethyl-1-butylimidazole CC=1N(C=C(N1)C)CCCC